CC1(CN(C2=CC=C(C=C12)Br)C(CCCCCCCCCCC)=O)CCC#N 3-(3-methyl-1-dodecanoyl-5-bromoindolin-3-yl)propionitrile